NCCCC[C@@H](C(CSC1=CC(=NC(=C1)C)C)=O)NC(C(C)(C)OC)=O (S)-N-(7-amino-1-((2,6-dimethylpyridin-4-yl)thio)-2-oxohept-3-yl)-2-methoxy-2-methylpropanamide